[K].COC(CC(=O)OC)=O malonic acid dimethyl ester potassium salt